C(=C)S(=O)(=O)N1CCCC1 (S)-1-(vinylsulfonyl)pyrrolidine